OC1=C(C(=CC(=C1C(=O)N1CCN(CC1)S(=O)(=O)C)CCCCC)O)C1=C(C=CC(=C1)C)C(=C)C (2,6-dihydroxy-5'-methyl-4-pentyl-2'-(prop-1-en-2-yl)-[1,1'-biphenyl]-3-yl)(4-(methylsulfonyl)piperazin-1-yl)methanone